OC1=CC=C(O1)C(=O)O 5-Hydroxyfuroic acid